6-(3-amino-5-fluoro-6-(4-(4-(oxetan-3-yl)piperazin-1-yl)phenyl)pyrazin-2-yl)-7-fluoro-3,4-dihydroisoquinolin-1(2H)-one NC=1C(=NC(=C(N1)F)C1=CC=C(C=C1)N1CCN(CC1)C1COC1)C=1C=C2CCNC(C2=CC1F)=O